C(#N)C1=C(C(=C(C=C1C(C)C)[C@@H](C(=O)O)N1C[C@@H](CC1)OCCCCCC1=NC=2NCCCC2C=C1)OC)F (S)-2-(4-cyano-3-fluoro-5-isopropyl-2-methoxyphenyl)-2-((R)-3-((5-(5,6,7,8-tetrahydro-1,8-naphthyridin-2-yl)pentyl)oxy)pyrrolidin-1-yl)acetic acid